2-(3-(carboxymethyl)-2,5-dihydroxybenzoylamino)-5-fluoronicotinic acid C(=O)(O)CC=1C(=C(C(=O)NC2=C(C(=O)O)C=C(C=N2)F)C=C(C1)O)O